tert-butyl (2-(4-(benzyloxy)-1H-indol-3-yl)ethyl)(2,2-difluoroethyl)carbamate C(C1=CC=CC=C1)OC1=C2C(=CNC2=CC=C1)CCN(C(OC(C)(C)C)=O)CC(F)F